1-(piperidin-4-yl)azepan-2-one Hydrochloride Cl.N1CCC(CC1)N1C(CCCCC1)=O